C(C)(C)(C)OP(=O)(OC(C)(C)C)OCC(=O)OCC1=CC=CC=C1 benzyl [(di-tert-butoxyphosphoryl)oxy]acetate